trans-2-(4-chlorophenoxy)-N-((1r,4r)-4-((3-(4-chlorophenoxy)-2-hydroxypropyl)amino)cyclohexyl)acetamide ClC1=CC=C(OCC(=O)N[C@@H]2CC[C@H](CC2)NCC(COC2=CC=C(C=C2)Cl)O)C=C1